C1(CC1)NC1CCN(CC1)C=1C2=CN(N=C2C(=C(C1)O)C(=O)NC1=CC2=CN(N=C2C=C1OC)C)C 4-[4-(cyclopropylamino)-1-piperidyl]-6-hydroxy-N-(6-methoxy-2-methyl-indazol-5-yl)-2-methyl-indazole-7-carboxamide